2-(1,5-dimethylpyrazol-4-yl)-2-(2-thienyl)acetonitrile CN1N=CC(=C1C)C(C#N)C=1SC=CC1